1-cyclopentyl-1H-imidazol-4-amine C1(CCCC1)N1C=NC(=C1)N